tert-butyl (1R,5S,6r)-6-[(Z)-(cyclohexylimino) (methylthio) methyl]-3-azabicyclo[3.1.0]hexane-3-carboxylate C1(CCCCC1)\N=C(\C1[C@H]2CN(C[C@@H]12)C(=O)OC(C)(C)C)/SC